COC(C1=CC=C(C=C1)CNC1=CC(=C(C=C1)NC(=O)OCCC)C)=O 4-[(3-Methyl-4-propoxycarbonylamino-phenyl-amino)-methyl]-benzoic acid methyl ester